NCC=1C=C(C=CC1)C=1C=C2C(=NN(C2=CC1)C(C)C)COC1=C(C=CC(=C1)C)CC(=O)OCC ethyl 2-(2-((5-(3-(aminomethyl)phenyl)-1-isopropyl-1H-indazol-3-yl)methoxy)-4-methylphenyl)acetate